4-(benzylamino)-2,3-dibromotetrahydrothiophene 1,1-dioxide C(C1=CC=CC=C1)NC1C(C(S(C1)(=O)=O)Br)Br